BrC=1C=C2C(=NC1)N(C(=N2)CC)COCC[Si](C)(C)C 6-bromo-2-ethyl-3-((2-(trimethylsilyl)ethoxy)methyl)-3H-imidazo[4,5-b]pyridine